C1(CC1)C1=CC=C(C=C1)C(C)N1N=CC2=C(C=CC(=C12)C(=O)OC)C#CC methyl 1-(1-(4-cyclopropylphenyl) ethyl)-4-(propan-1-yn-1-yl)-1H-indazole-7-carboxylate